BrC=1C=C(C=C2C(N(C(C12)=O)C1C(NC(CC1)=O)=O)=O)CN1CCN(CC1)C1=CC(=C(C=C1)NC1=NC=C(C(=C1)NC1=C(C(=O)NC)C=CC=C1)C(F)(F)F)OC 2-((2-((4-(4-((7-bromo-2-(2,6-dioxopiperidin-3-yl)-1,3-dioxoisoindolin-5-yl)methyl)piperazin-1-yl)-2-methoxyphenyl)amino)-5-(trifluoromethyl)pyridin-4-yl)amino)-N-methylbenzamide